C(#N)CC=1N=C2N(N(C(C=C2N2C[C@H](N(C[C@@H]2CC)C(C)C=2C=CC(=NC2)C#N)CC)=O)C)C1 5-(1-((2r,5s)-4-(2-(cyanomethyl)-5-methyl-6-oxo-5,6-dihydroimidazo[1,2-b]pyridazin-8-yl)-2,5-diethylpiperazin-1-yl)ethyl)pyridinecarbonitrile